C(C)(C)(C)OC(NC1CN(CC1)C=1C=NC(=CC1)NC=1N=CC2=C(N1)N(C(C(=C2C)C(=C)OCC)=O)C2CCCC2)=O (1-{6-[8-Cyclopentyl-6-(1-ethoxy-vinyl)-5-methyl-7-oxo-7,8-dihydro-pyrido[2,3-d]pyrimidin-2-ylamino]-pyridin-3-yl}-pyrrolidin-3-yl)-carbamic acid tert-butyl ester